4-decyldecylmethylchlorosilane C(CCCCCCCCC)C(CCC[SiH](Cl)C)CCCCCC